(S)-(2,7-dimethyl-3-(1-methyl-3-(trifluoromethyl)-1H-pyrazol-5-yl)-2,4,5,7-tetrahydro-6H-pyrazolo[3,4-c]pyridin-6-yl)(7-methoxy-2-methylquinolin-5-yl)methanone CN1N=C2[C@@H](N(CCC2=C1C1=CC(=NN1C)C(F)(F)F)C(=O)C1=C2C=CC(=NC2=CC(=C1)OC)C)C